(R)-2-((1-(2-(4-(3-cyano-1-methyl-1H-pyrazol-4-yl)piperazin-1-yl)-3,7-dimethyl-4-oxo-4H-pyrido[1,2-a]pyrimidin-9-yl)ethyl)amino)benzoic acid C(#N)C1=NN(C=C1N1CCN(CC1)C=1N=C2N(C(C1C)=O)C=C(C=C2[C@@H](C)NC2=C(C(=O)O)C=CC=C2)C)C